C1(CC1)C=1OC(=CN1)B1OC(C(O1)(C)C)(C)C 2-cyclopropyl-5-(4,4,5,5-tetramethyl-1,3,2-dioxaborolan-2-yl)oxazole